C1=CC=CC=2C3=CC=CC=C3C(C12)COC(=O)N[C@H](C(NCCOCCOCCNC(OC(C)(C)C)=O)=O)CCC(=O)OC(C)(C)C (S)-tert-butyl 16-((((9H-fluoren-9-yl)methoxy)carbonyl)amino)-2,2-dimethyl-4,15-dioxo-3,8,11-trioxa-5,14-diazanonadecan-19-oate